ClC1=CC(=NC2=C(C=CC=C12)OC)C 4-chloro-8-methoxy-2-methyl-quinoline